C(CCCCCCC\C=C/C\C=C/CCCCC)(=O)OCCCCCCCCCCC(C)C isotridecyl linoleate